NCCNCCC[Si](OC)(OC)C N-(2-aminoethyl)3-aminopropyl-methyl-dimethoxysilane